N-(3-Fluoro-4-((pyridin-2-ylmethoxy)methyl)phenyl)-3-(5-methyl-6-(methylsulfonamido)-pyrazin-2-yl)benzamide FC=1C=C(C=CC1COCC1=NC=CC=C1)NC(C1=CC(=CC=C1)C1=NC(=C(N=C1)C)NS(=O)(=O)C)=O